FC(F)(F)C=1N=C(C2=C(N1)C=CS2)N (trifluoromethyl)thieno[3,2-d]pyrimidin-4-amine